(S)-2-((benzyloxy)methyl)tetrahydro-2H-pyran C(C1=CC=CC=C1)OC[C@H]1OCCCC1